silyl-germane [SiH3][GeH3]